FC1(CCC(CC1)N1N=CC=2C1=NC(=NC2NC(=O)C=2SC(=CC2)[N+](=O)[O-])C2=CC=C(C=C2)OCC)F N-(1-(4,4-difluorocyclohexyl)-6-(4-ethoxyphenyl)-1H-pyrazolo[3,4-d]pyrimidin-4-yl)-5-nitrothiophene-2-carboxamide